C(C)(C)(C)OC(=O)N[C@H](C(=O)O)CC1=CNC2=CC=C(C=C12)F (S)-2-((tert-butoxycarbonyl)amino)-3-(5-fluoro-1H-indol-3-yl)propanoic acid